4-fluoro-2-iodo-3-methyl-5-(trifluoromethyl)phenol FC1=C(C(=C(C=C1C(F)(F)F)O)I)C